N1=CC(=CC=C1)[C@@H](CC(=O)O)C1(CC1)C(F)(F)F (3R)-3-(pyridin-3-yl)-3-[1-(trifluoromethyl)cyclopropyl]propanoic acid